ClC=1C=C(C=CC1OC)NC1=C(C(=NC2=CC(=C(C=C12)NC(\C=C\CN1CCOCC1)=O)OCC)CC)C#N (E)-N-(4-((3-chloro-4-methoxyphenyl)amino)-3-cyano-7-ethoxy-2-ethylquinolin-6-yl)-4-morpholinobut-2-enamide